O=C1N(C(C2=CC=CC=C12)=O)[C@H]1CN(C[C@@H](C1)OC)C(=O)OC(C)(C)C tert-Butyl (3R,5R)-3-(1,3-dioxoisoindolin-2-yl)-5-methoxypiperidine-1-carboxylate